BrC1=CN=C(C2=CC(=NC=C12)Cl)C(C)C 4-bromo-7-chloro-1-(prop-2-yl)-2,6-naphthyridine